(cis)-4-(1-chloro-5,6,7,8-tetrahydroisoquinolin-3-yl)-2,6-dimethylmorpholine ClC1=NC(=CC=2CCCCC12)N1C[C@H](O[C@H](C1)C)C